tert-butyl (R)-2-(3-(cyclopropanesulfonamidomethyl)bicyclo[1.1.1]pentan-1-yl)-3-oxohexahydroimidazo[1,5-a]pyrazine-7(1H)-carboxylate C1(CC1)S(=O)(=O)NCC12CC(C1)(C2)N2C(N1[C@@H](CN(CC1)C(=O)OC(C)(C)C)C2)=O